tert-butyl (6-fluoro-1-(phenylsulfonyl)-1H-indol-4-yl)(tetrahydro-2H-pyran-4-yl)carbamate FC1=CC(=C2C=CN(C2=C1)S(=O)(=O)C1=CC=CC=C1)N(C(OC(C)(C)C)=O)C1CCOCC1